5-benzoyl-N-(3,5-bis(trifluoromethyl)phenyl)-2-hydroxybenzamide C(C1=CC=CC=C1)(=O)C=1C=CC(=C(C(=O)NC2=CC(=CC(=C2)C(F)(F)F)C(F)(F)F)C1)O